CC(CCCC(C)(C)O)CCO HYDROXYCITRONELLOL